4-[2-(4-chloro-2-methoxy-6-methyl-phenyl)-1H-imidazo[4,5-b]pyrazin-5-yl]morpholine ClC1=CC(=C(C(=C1)C)C1=NC=2C(=NC=C(N2)N2CCOCC2)N1)OC